C(CCCCCCC)OCOCCCC(CC(CC(CC(C)O)C)C)C 10-hydroxy-4,6,8-trimethylundecyl octyloxymethyl ether